4-(7-fluoroimidazo[1,2-a]pyridin-3-yl)-7-((5-(4-methyl-4-morpholinopiperidin-1-yl)pyridin-2-yl)amino)isoindolin-1-one FC1=CC=2N(C=C1)C(=CN2)C2=C1CNC(C1=C(C=C2)NC2=NC=C(C=C2)N2CCC(CC2)(N2CCOCC2)C)=O